1-(3-fluorophenyl)-2-((3-methylbenzyl)thio)-4-phenyl-1H-imidazole FC=1C=C(C=CC1)N1C(=NC(=C1)C1=CC=CC=C1)SCC1=CC(=CC=C1)C